C(#N)CC1(CN(C1)S(=O)(=O)NCC(F)(F)F)N1N=C(C(=C1)C=1C2=C(N=CN1)N(C=C2)CO)N2C(C1=CC=CC=C1C2=O)=O 3-(Cyanomethyl)-3-(3-(1,3-dioxoisoindolin-2-yl)-4-(7-(hydroxymethyl)-7H-pyrrolo[2,3-d]pyrimidin-4-yl)-1H-pyrazol-1-yl)-N-(2,2,2-trifluoroethyl)azetidine-1-sulfonamide